N5-[5-(2-chlorophenyl)-1,3,4-thiadiazol-2-yl]-N3-methoxy-isoxazol-3,5-dicarboxamide ClC1=C(C=CC=C1)C1=NN=C(S1)NC(=O)C1=CC(=NO1)C(=O)NOC